BrCC(C(C12CC(C1)(C2)C)NC(OCC2=CC=CC=C2)=O)=O benzyl (3-bromo-1-(3-methylbicyclo[1.1.1]pentan-1-yl)-2-oxopropyl)carbamate